3-(8-(1,6-dimethyl-2-oxo-4-(trifluoromethyl)-1,2-dihydropyridin-3-yl)quinolin-5-yl)propionic acid CN1C(C(=C(C=C1C)C(F)(F)F)C=1C=CC(=C2C=CC=NC12)CCC(=O)O)=O